tetraallyl-1,2,3,4-butanetetracarboxylic acid C(C=C)C(C(C(C(C(=O)O)(CC=C)CC=C)C(=O)O)C(=O)O)(C(=O)O)CC=C